2-hydroxyacetic acid cyclopentylacetate C1(CCCC1)CC(=O)O.OCC(=O)O